ClC1=C(C=CC(=C1)[2H])[C@@](C([2H])([2H])N1N=CN=N1)([2H])NC([O-])=O (R)-1-(2-chlorophenyl-4-d)-2-(2H-tetrazol-2-yl)ethyl-1,2,2-d3-carbamate